(R)-2-(((R)-3-(5-chloro-2-methylphenyl)-5-(piperidin-1-yl)pentyl)(methyl)-amino)-2-(4-fluoro-3-methyl-2-((1r,4R)-4-(trifluoromethoxy)cyclohexyl)phenyl)acetic acid ClC=1C=CC(=C(C1)[C@@H](CCN([C@@H](C(=O)O)C1=C(C(=C(C=C1)F)C)C1CCC(CC1)OC(F)(F)F)C)CCN1CCCCC1)C